C1(CC1)[C@@](CNC(=O)C1=NC=C(C(N1)=O)F)(CC1=C(C=C(C=C1)F)F)C N-[(2S)-2-cyclopropyl-3-(2,4-difluorophenyl)-2-methylpropyl]-5-fluoro-4-oxo-3H-pyrimidine-2-carboxamide